C1(=CC=CC=2C3=CC=CC=C3CC12)N([C@@H](C(C1=CC=CC=C1)C1=CC=CC=C1)C(=O)O)C(=O)OC N-fluorenyl-methoxycarbonyl-diphenylalanine